ClC=1N=C(NC1[C@H]1[C@H](CN(CC1)S(=O)(=O)CCC(=O)N1CC2(COC2)C1)C)C1=NC=C(C=C1)F 3-[[(3R,4R)-4-[4-Chloro-2-(5-fluoro-2-pyridyl)-1H-imidazol-5-yl]-3-methyl-1-piperidyl]sulfonyl]-1-(2-oxa-6-azaspiro[3.3]heptan-6-yl)propan-1-one